6-(4-(piperazin-1-ylmethyl)phenyl)indolin-2-one N1(CCNCC1)CC1=CC=C(C=C1)C1=CC=C2CC(NC2=C1)=O